FC1(CCC(CC1)COC1=CC=C(C2=C1N(C=N2)C(=O)OC(C)(C)C)[N+](=O)[O-])F tert-butyl 7-((4,4-difluorocyclohexyl) methoxy)-4-nitro-1H-benzo[d]imidazole-1-carboxylate